L-tryptophan-d5 [2H]C1=C(C(=C2C(=C1[2H])C(=C(N2)[2H])C[C@@H](C(=O)O)N)[2H])[2H]